C1(CCCCC1)NC1CCCCC1.C(=O)(OC(C)(C)C)N[C@@H](CCN=[N+]=[N-])C(=O)O N-Boc-4-Azido-homoalanine dicyclohexylamine salt